O=C1NC(CCC1NC(=O)C1=CC=CC=2N(C=NC21)C)=O N-(2,6-dioxopiperidin-3-yl)-1-methyl-1H-benzo[d]imidazole-4-carboxamide